O1COC2=C1C=CC(=C2)C2(CC2)C(=O)O 1-Benzo[1,3]dioxol-5-yl-cyclopropanecarboxylic acid